FC(C(=O)[O-])(F)F.CC1(CC[NH2+]CC1)N(C(C)=O)CC#C 4-methyl-4-(N-(prop-2-yn-1-yl)acetamido)piperidin-1-ium, trifluoroacetate salt